[Si](C)(C)(C(C)(C)C)OCC(O)C=1C=C(C=C2C(N(C(=NC12)CC)C)=O)C 8-(2-((tert-butyldimethylsilyl)oxy)-1-hydroxyethyl)-2-ethyl-3,6-dimethylquinazolin-4(3H)-one